C(C)OP1N(P(N(P(=N1)(F)F)F)(F)(F)F)F ethoxy(heptafluoro)cyclotriphosphazene